C(C)OC1=NC=CC(=C1)C=1SC(=CN1)C(C)NC(=O)C1=CC(=NN1C)C(F)(F)F N-(1-(2-(2-ethoxypyridin-4-yl)thiazol-5-yl)ethyl)-1-methyl-3-(trifluoro-methyl)-1H-pyrazole-5-carboxamide